C(C)OC(=O)C1=C(N=C(S1)NC1=NC(=CC(=N1)N1CCC(CC1)N(C)C)NCC1OCCC1)C 4-methyl-2-[[4-[4-dimethylamino-1-piperidinyl]-6-[[(tetrahydro-2-furanyl)methyl]amino]-2-pyrimidinyl]amino]-5-thiazolecarboxylic acid ethyl ester